ETHYLMETHYLBUTYRAT C(C)C(C(=O)[O-])(CC)C